COC(=O)CC=1C(NC(NC1)=O)=O 5-methoxycarbonylmethyluracil